C(C)(C)(C)OC(=O)N1CCC(CC1)C1=NC(=NC=C1)NC1=CC=C2C=CNC2=C1 tert-butyl-4-(2-((1H-indol-6-yl)amino)pyrimidin-4-yl)piperidine-1-carboxylate